4-methyl-2-heptanone CC(CC(C)=O)CCC